C1(CC1)N([C@@H]1[C@@H]([C@H]2CC[C@@H](C1)N2C(=O)OC(C)(C)C)F)C2=NC=C(N=C2)C2=C(C=C(C=C2)C2=CC(=NC(=C2)OC)F)OCOC tert-butyl (1R,2S,3S,5S)-3-(cyclopropyl(5-(4-(2-fluoro-6-methoxypyridin-4-yl)-2-(methoxymethoxy)phenyl)pyrazin-2-yl)amino)-2-fluoro-8-azabicyclo[3.2.1]octane-8-carboxylate